ethyl 6-bromo-7-fluoro-2-((4-methoxyphenyl)amino)quinoline-3-carboxylate BrC=1C=C2C=C(C(=NC2=CC1F)NC1=CC=C(C=C1)OC)C(=O)OCC